C(C)(=O)O[C@@H]1[C@H](O[C@@H]([C@H]([C@H]1OC(C)=O)OC(C)=O)O)CCP(=O)(OCC)OCC (2R,3R,4S,5S,6S)-2-(2-(diethoxyphosphoryl)ethyl)-6-hydroxytetrahydro-2H-pyran-3,4,5-triyl triacetate